5-((2-(1-methyl-1H-pyrrol-3-yl)pyridin-4-yl)oxy)pyridin-2-amine CN1C=C(C=C1)C1=NC=CC(=C1)OC=1C=CC(=NC1)N